CC=1C(=CC2=C(N(C(N2)=O)[C@H]2CN(CCC2)CCC)C1)C=1C=C(C=2N(C1)N=CN2)C (R)-6-Methyl-5-(8-methyl-[1,2,4]triazolo[1,5-a]pyridin-6-yl)-1-(1-propylpiperidin-3-yl)-1,3-dihydro-2H-benzo[d]imidazol-2-on